N-(5-(7-fluorobenzo[d]thiazol-6-yl)-1-(3-hydroxy-3-methylbutyl)-1H-pyrazolo[3,4-b]pyridin-3-yl)pivalamide FC1=C(C=CC=2N=CSC21)C=2C=C1C(=NC2)N(N=C1NC(C(C)(C)C)=O)CCC(C)(C)O